phenylbis(pentafluorophenyl)borane 2-oxabicyclo[3.1.0]hexane-6-carboxylate C12OCCC2C1C(=O)O.C1(=CC=CC=C1)B(C1=C(C(=C(C(=C1F)F)F)F)F)C1=C(C(=C(C(=C1F)F)F)F)F